2-(4-methoxy-2,6-bis(methoxymethoxy)benzyl)-5-methylhex-4-enoic acid methyl ester COC(C(CC=C(C)C)CC1=C(C=C(C=C1OCOC)OC)OCOC)=O